ClC1=C(C(=CC=C1)[N+](=O)[O-])N1C(CCCC1)CCO 2-[1-(2-chloro-6-nitro-phenyl)-2-piperidyl]ethanol